C(C=CC1=CC=CC=C1)(=O)C(=O)[C@H](O)[C@@H](O)[C@H](O)[C@H](O)C(O)C1[C@@H](O)[C@H](O)[C@H](O)CO1 1-O-E-cinnamoyl-(6-arabinosyl-glucose)